[Cs].FC(C(=O)O)(OC(C(C(F)(F)F)(F)F)(F)F)C(F)(F)F perfluoro(2-methyl-3-oxahexanoic acid) cesium